N-(1-(4,4-difluorocyclohexyl)-5-methyl-1H-pyrazol-3-yl)-4-(3-hydroxypropylsulfonimidoyl)-2-(6-azaspiro[2.5]octan-6-yl)benzamide FC1(CCC(CC1)N1N=C(C=C1C)NC(C1=C(C=C(C=C1)S(=O)(=N)CCCO)N1CCC2(CC2)CC1)=O)F